mono(2-ethyl-5-carboxypentyl) phthalate (mono(2-ethyl-5-carboxypentyl)phthalate) C(C)C(CC1=C(C(C(=O)O)=CC=C1)C(=O)O)CCCC(=O)O.C(C=1C(C(=O)O)=CC=CC1)(=O)OCC(CCCC(=O)O)CC